(Z)-6-fluoro-8-(1-(methoxyimino)ethyl)-1-methyl-4-carbonyl-1,4-dihydroquinoline-2-carboxylic acid methyl ester COC(=O)C=1N(C2=C(C=C(C=C2C(C1)=C=O)F)\C(\C)=N/OC)C